(S*)-N5-Ethyl-3-(hydroxymethyl)-N7-methyl-3-phenyl-2,3-dihydrobenzofuran-5,7-dicarboxamide C(C)NC(=O)C=1C=C(C2=C([C@@](CO2)(C2=CC=CC=C2)CO)C1)C(=O)NC |o1:10|